COC(=O)C1=CSC(=C1)[C@H]1[C@@H](C1)NC(=O)OC(C)(C)C.C(C)(C)(C)OC(=O)N[C@H]1[C@@H](C1)C1=CC(=CS1)C(=O)O 5-(trans-2-((tert-butoxycarbonyl)amino)cyclopropyl)thiophene-3-carboxylic acid Methyl-5-(trans-2-((tert-butoxycarbonyl)amino)cyclopropyl)thiophene-3-carboxylate